C(C)OC=1C=C(C=CC1OC)[C@H](CS(=O)(=O)C)N1C(C2=CC=CC(=C2C1=O)NC(C)=O)=O |r| racemic-2-[1-(3-ethoxy-4-methoxyphenyl)-2-methylsulfonylethyl]-4-acetylaminoisoindoline-1,3-dione